methyl 4-([1-[6-oxo-5-(trifluoromethyl)-1-[[2-(trimethylsilyl)ethoxy]methyl]-1,6-dihydropyridazin-4-yl]pyrrolidin-3-yl]methoxy)cyclohexane-1-carboxylate O=C1C(=C(C=NN1COCC[Si](C)(C)C)N1CC(CC1)COC1CCC(CC1)C(=O)OC)C(F)(F)F